C(C)(C)(C)NC(C(C)N)=NCCCCCCCCCCCCCC N-t-butyl-N'-Tetradecyl-amino-propionamidine